N1N=NN=C1N1CC(CC(CC1)C(F)(F)F)NC(OC(C)(C)C)=O tert-butyl N-[1-(1H-1,2,3,4-tetrazol-5-yl)-5-(trifluoromethyl)azepan-3-yl]carbamate